1-amino-N-(1,5-dimethyl-1H-pyrazol-3-yl)-5-isopropyl-5,6,7,8-tetrahydropyrimido[5'',4'':4',5']pyrrolo[3',2':3,4]azepino[1,2-a]indole-11-carboxamide NC1=NC=NC2=C1C1=C(CCCN3C1=CC=1C=CC(=CC31)C(=O)NC3=NN(C(=C3)C)C)N2C(C)C